N1C(=NC=C1)C1=C(C=C(N=N1)NC=1N=CC(=NC1)C#N)NCC1CCN(CC1)C 5-(6-(1H-imidazol-2-yl)-5-((1-methylpiperidin-4-yl)methylamino)pyridazin-3-ylamino)pyrazine-2-carbonitrile